(S)-4-(4-(hydroxymethyl)-5,6-dihydropyrrolo[3,4-c]pyrazol-2(4H)-yl)-5,5-dimethyl-7-((2-(trimethylsilyl)ethoxy)methyl)-5H-pyrrolo[2,3-d]pyrimidin-6(7H)-one OC[C@H]1NCC2=NN(C=C21)C=2C1=C(N=CN2)N(C(C1(C)C)=O)COCC[Si](C)(C)C